NC1=NC=CC(=C1)C1=NC(=CC(=N1)N=S(=O)(C1COC1)C)N1[C@@H](COCC1)C ((2-(2-Aminopyridin-4-yl)-6-((R)-3-methylmorpholino)pyrimidin-4-yl)imino)-(methyl)(oxetan-3-yl)-λ6-sulfanone